2-(2-trifluoromethylphenyl)-N-(6-oxo-1-phenyl-1,6-dihydropyridin-3-yl)acetamide FC(C1=C(C=CC=C1)CC(=O)NC1=CN(C(C=C1)=O)C1=CC=CC=C1)(F)F